(S)-N-(1-(pyridin-2-yl)ethyl)-8-(spiro[2.5]oct-5-en-6-yl)quinoline-3-carboxamide N1=C(C=CC=C1)[C@H](C)NC(=O)C=1C=NC2=C(C=CC=C2C1)C1=CCC2(CC2)CC1